2,6-dimethyl-2,6-octadiene CC(C)=CCCC(=CC)C